3-oxopropenylquinoline O=CC=CC1=NC2=CC=CC=C2C=C1